FC(C1=CC=C(C=C1)C1(CCC1)O)(F)F 1-(4-(trifluoromethyl)phenyl)cyclobutanol